(9R,13S)-13-[4-(3-fluoro-4-methylpyridin-2-yl)-6-oxo-1,6-dihydropyrimidin-1-yl]-3,9-dimethyl-3,4,7,15-tetraazatricyclo[12.3.1.02,6]Octadec-1(18),2(6),4,14,16-pentaen-8-one FC=1C(=NC=CC1C)C=1N=CN(C(C1)=O)[C@H]1CCC[C@H](C(NC=2C=NN(C2C=2C=CN=C1C2)C)=O)C